6-Bromo-2-chloro-3,4-dimethyl-9H-carbazole BrC=1C=C2C=3C(=C(C(=CC3NC2=CC1)Cl)C)C